N[C@H]1CN(CCC1)C(=O)C=1C=C(C=2N(C1)N=C(C2C)C=2N(C1=C(C=CC=C1C2)OC[C@@H]2CCC(N2)=O)CC2CC2)OC (S)-5-(((2-(6-((R)-3-aminopiperidine-1-carbonyl)-4-methoxy-3-methylpyrazolo[1,5-a]pyridin-2-yl)-1-(cyclopropylmethyl)-1H-indol-7-yl)oxy)methyl)pyrrolidin-2-one